OC1=CC=C(C=C1)CCC(C(=O)N)I β-(4-hydroxyphenyl)ethyliodoacetamide